ClC=1C=CC(=NC1)COC1=NN=C(S1)NC(=O)C=1C(=CC(=NC1)C)C1=CC=CC2=C1OCCN2C(=O)OCCCC butyl 8-(5-((5-((5-chloropyridin-2-yl)methoxy)-1,3,4-thiadiazol-2-yl)carbamoyl)-2-methylpyridin-4-yl)-2,3-dihydro-4H-benzo[b][1,4]oxazine-4-carboxylate